2-(4,4-dimethylpiperidin-1-yl)-4-iodobenzoyl chloride CC1(CCN(CC1)C1=C(C(=O)Cl)C=CC(=C1)I)C